2-(2-((3R,4R)-3-Amino-4-fluoropiperidin-1-yl)-5,6-difluoro-1H-benzo[d]imidazol-1-yl)-1-((1R,5S)-3-azabicyclo[3.1.0]hexan-3-yl)ethanon N[C@@H]1CN(CC[C@H]1F)C1=NC2=C(N1CC(=O)N1C[C@@H]3C[C@@H]3C1)C=C(C(=C2)F)F